F\C(=C/C(C(F)(F)F)C1=CC(=C(C(=C1)Cl)Cl)Cl)\C1=CC(=C(C(=O)NNC2=NN=NN2)C=C1)C(F)(F)F (Z)-4-(1,4,4,4-tetrafluoro-3-(3,4,5-trichlorophenyl)but-1-en-1-yl)-N'-(1H-tetrazol-5-yl)-2-(trifluoromethyl)benzoyl-hydrazine